1-(2,3-dichlorophenyl)-4-{2-[(7-trifluoromethylquinolin-4-yl)amino]benzoyl}piperazine ClC1=C(C=CC=C1Cl)N1CCN(CC1)C(C1=C(C=CC=C1)NC1=CC=NC2=CC(=CC=C12)C(F)(F)F)=O